C[N+](CCCCCCCCCCCCCCCCCC)(CCCCCCCCCCCCCCCCCC)C Dimethyldistearyl-ammonium